NC=1C(=NC(=CN1)C=1C=NN(C1)C1CCNCC1)C(=O)O[C@@H](C(=O)NC1=CC=C(C=C1)F)C1=C(C=CC=C1)Cl (R)-1-(2-chlorophenyl)-2-((4-fluorophenyl)amino)-2-oxoethyl 3-amino-6-(1-(piperidin-4-yl)-1H-pyrazol-4-yl)pyrazine-2-carboxylate